(4-cyano-2-methoxyphenyl)-5-ethoxy-2,8-dimethyl-1,4-dihydro-1,6-naphthyridine-3-carboxylic acid C(#N)C1=CC(=C(C=C1)N1C(=C(CC2=C(N=CC(=C12)C)OCC)C(=O)O)C)OC